ethyl (Z)-(2-cyano-2-(2-(4-((3-isopropyl 1-tosyl-1H-indol-5-yl)methyl)-3,5-dimethylphenyl)hydrazineylidene)acetyl)carbamate C(#N)/C(/C(=O)NC(OCC)=O)=N/NC1=CC(=C(C(=C1)C)CC=1C=C2C(=CN(C2=CC1)S(=O)(=O)C1=CC=C(C)C=C1)C(C)C)C